2,2-dimethyloldodecanoic acid C(O)C(C(=O)O)(CCCCCCCCCC)CO